N-hexylcarbamic acid undecyl ester C(CCCCCCCCCC)OC(NCCCCCC)=O